6-(2-amino-6-fluoro-5-(4-methoxy-3-((3-methoxyazetidin-1-yl)methyl)phenyl)pyridin-3-yl)-3,4-dihydroisoquinolin-1(2H)-one NC1=NC(=C(C=C1C=1C=C2CCNC(C2=CC1)=O)C1=CC(=C(C=C1)OC)CN1CC(C1)OC)F